exo-5-fluoro-N-(4-hydroxy-2,3-dihydro-1H-inden-1-yl)-1a,6b-dihydro-1H-cyclopropa[b][1]benzofuran-1-carboxamide FC=1C=CC2=C(C3C(O2)C3C(=O)NC3CCC2=C(C=CC=C32)O)C1